3-(8-amino-[1,2,4]triazolo[1',5':1,6]pyrido[2,3-d]pyrimidin-4-yl)-2,4-dimethylphenol NC1=NC=C2C(=N1)N1C(C(=C2)C=2C(=C(C=CC2C)O)C)=NC=N1